4-[(E)-2-(3,5-dihydroxyphenyl)ethenyl]phenyl α-D-xylopyranoside O([C@@H]1[C@H](O)[C@@H](O)[C@H](O)CO1)C1=CC=C(C=C1)\C=C\C1=CC(=CC(=C1)O)O